4-methyl-6-(thiazol-2-yl)nicotinonitrile CC1=CC(=NC=C1C#N)C=1SC=CN1